ClC1=C(C=CC=C1)[C@H]1CC[C@H](N1C(=O)C1=CC=C(C=C1)C1=C(C=CC=C1)COC)C(=O)O (2S,5R)-5-(2-chlorophenyl)-1-(2'-(methoxymethyl)-[1,1'-biphenyl]-4-carbonyl)pyrrolidine-2-carboxylic acid